N-(tert-butyl)-4-(5-methylfuran-2-yl)-8-((6-propylpyridin-2-yl)methyl)pyrazolo[1,5-a][1,3,5]triazin-2-amine C(C)(C)(C)NC1=NC=2N(C(=N1)C=1OC(=CC1)C)N=CC2CC2=NC(=CC=C2)CCC